1-(4-fluorobenzyl)-N-((3S,4S)-3-fluoropiperidin-4-yl)cyclopropane-1-carboxamide FC1=CC=C(CC2(CC2)C(=O)N[C@@H]2[C@H](CNCC2)F)C=C1